ClC=1C=C(OC2=C3C(C(C3=C(C=C2)I)O)F)C=C(C1)F 2-(3-chloro-5-fluorophenoxy)-8-fluoro-5-iodobicyclo[4.2.0]octa-1,3,5-triene-7-ol